2-butyl-4-iodoisoquinolin-1(2H)-one C(CCC)N1C(C2=CC=CC=C2C(=C1)I)=O